N-(2-chloro-5-(4-((1-(4-hydroxyphenyl)ethyl)amino)quinazolin-6-yl)pyridin-3-yl)methanesulfonamide ClC1=NC=C(C=C1NS(=O)(=O)C)C=1C=C2C(=NC=NC2=CC1)NC(C)C1=CC=C(C=C1)O